1,3-THIAZOL-2-AMIN S1C(=NC=C1)N